C1(CC1)NC(C1=C(C(=CC=C1)F)SC1=CC=C2C(=NN(C2=C1)C1OCCCC1)\C=C\C1=NC(=CC=C1)CCN1CCCC1)=O N-cyclopropyl-3-fluoro-2-[3-[(trans)-2-[6-(2-pyrrolidin-1-ylethyl)-2-pyridyl]vinyl]-1-tetrahydropyran-2-yl-indazol-6-yl]sulfanylbenzamide